C1(CCCCC1)CCC(CO)C 4-cyclohexyl-2-methylbutanol